1-nitrobutane [N+](=O)([O-])CCCC